C1(CC1)C=1C=CC(=NC1)NC([C@H](C)N1C[C@@H](C(CC1)(F)F)C1=CNC(C=C1)=O)=O (S)-N-(5-cyclopropylpyridin-2-yl)-2-((S)-4,4-difluoro-3-(6-oxo-1,6-dihydropyridin-3-yl)piperidin-1-yl)propanamide